3,6-bis(3,5-dimethylpyrazole-1-yl)-1,2,4,5-tetrazine CC1=NN(C(=C1)C)C=1N=NC(=NN1)N1N=C(C=C1C)C